N-[(2-Amino-3-pyridyl)sulfonyl]-6-(3-methoxy-4-methylphenyl)-2-[(4S)-2,2,4-trimethylpyrrolidin-1-yl]pyridin-3-carboxamid NC1=NC=CC=C1S(=O)(=O)NC(=O)C=1C(=NC(=CC1)C1=CC(=C(C=C1)C)OC)N1C(C[C@@H](C1)C)(C)C